N,N-bis(methyl-d3)-2-(5-(methylthio)-1H-indol-3-yl)-2-oxoacetamide C(N(C(C(=O)C1=CNC2=CC=C(C=C12)SC)=O)C([2H])([2H])[2H])([2H])([2H])[2H]